6-bromo-3-methyl-1,3-benzoxazol-2(3H)-one BrC1=CC2=C(N(C(O2)=O)C)C=C1